CC([O-])C.CC([O-])C.C(C)CC(CC(=O)[O-])=O.C(C)CC(CC(=O)[O-])=O.[Ti+4] titanium bis(ethyl acetoacetate) diisopropoxide